5-[4-(Azetidin-3-yl)phenyl]-1-(2,2-dimethyl-propyl)triazole N1CC(C1)C1=CC=C(C=C1)C1=CN=NN1CC(C)(C)C